((2-(((3S,6S,10aS)-3-((3S,4R)-3-cyano-4-phenylpyrrolidine-1-carbonyl)-5-oxodecahydropyrrolo[1,2-a]azocin-6-yl)carbamoyl)benzo[b]thiophen-5-yl)fluoromethyl)phosphonic acid C(#N)[C@@H]1CN(C[C@H]1C1=CC=CC=C1)C(=O)[C@@H]1CC[C@H]2N1C([C@H](CCCC2)NC(=O)C2=CC1=C(S2)C=CC(=C1)C(F)P(O)(O)=O)=O